(3-methyl-6-oxo-6,7-dihydro-5H-imidazo[4',5':4,5]benzo[1,2-d]isoxazol-5-yl) methyl-5-propoxyphenylacetate CC(C(=O)ON1C(NC2=CC3=C(C(=NO3)C)C=C21)=O)C2=CC=CC(=C2)OCCC